1-[6-[[4-(3-Isopropylpyrazolo[1,5-a]pyridin-5-yl)pyrimidin-2-yl]amino]-3-pyridinyl]-4-(methylamino)piperidin-2-one C(C)(C)C=1C=NN2C1C=C(C=C2)C2=NC(=NC=C2)NC2=CC=C(C=N2)N2C(CC(CC2)NC)=O